N-[6-fluoro-2-(4-formylcyclohexyl)indazol-5-yl]Pyrazine-2-carboxamide FC=1C(=CC2=CN(N=C2C1)C1CCC(CC1)C=O)NC(=O)C1=NC=CN=C1